2-(4-(pyridin-3-yl)but-1-yn-1-yl)thiazole-4-carbaldehyde oxime hydrogen chloride Cl.N1=CC(=CC=C1)CCC#CC=1SC=C(N1)C=NO